ClC=1N=NC(=CC1)C=1SC=C(C1)C 3-chloro-6-(4-methylthiophen-2-yl)pyridazine